1-(6-(3-(1H-imidazole-1-yl)propyl)pyridine-2-yl)-3-phenylurea N1(C=NC=C1)CCCC1=CC=CC(=N1)NC(=O)NC1=CC=CC=C1